C(C)(C)C1=C(C=CC=C1)C=1N=C(C2=C(N1)CN(CC2)CC#N)NCC2=CC=C(C=C2)C=2N(C=C(N2)C(F)(F)F)C 2-(2-(2-isopropylphenyl)-4-((4-(1-methyl-4-(trifluoromethyl)-1H-imidazol-2-yl)benzyl)amino)-5,8-dihydropyrido[3,4-d]pyrimidin-7(6H)-yl)acetonitrile